OC1=C2C\C(\C(C2=CC=C1)=O)=C/C1=CC(=C(C(=C1)OC)O)OC (E)-4-hydroxy-2-(4-hydroxy-3,5-dimethoxybenzylidene)-2,3-dihydro-1H-indenone